FC=1C=C(CN2N=C3N([C@@H](CCC3)C(=O)N3C[C@H](CC3)F)C2=O)C=CC1F (5S)-2-(3,4-Difluorobenzyl)-5-{[(3S)-3-fluoropyrrolidin-1-yl]carbonyl}-5,6,7,8-tetrahydro[1,2,4]triazolo[4,3-a]pyridin-3(2H)-one